Ethyl 2-(7-methyl-4-oxothiochroman-3-yl)-2-oxoacetate CC1=CC=C2C(C(CSC2=C1)C(C(=O)OCC)=O)=O